5-methyl-3-(2H-1,2,3-triazol-2-yl)picolinic acid CC=1C=C(C(=NC1)C(=O)O)N1N=CC=N1